(1R,3R)-3-((R)-3-(1-(7-cyclopropyl-3-((R)-1-(2,4-dichlorophenyl)ethyl)-3H-[1,2,3]triazolo[4,5-d]pyrimidin-5-yl)azetidin-3-yl)piperidin-1-yl)-1-methylcyclobutane-1-carboxylic acid C1(CC1)C=1C2=C(N=C(N1)N1CC(C1)[C@@H]1CN(CCC1)C1CC(C1)(C(=O)O)C)N(N=N2)[C@H](C)C2=C(C=C(C=C2)Cl)Cl